4-bromo-2-ethylsulfonyl-N-[8-(methylamino)-5-(trifluoromethyl)-[1,2,4]triazolo[1,5-a]pyridin-7-yl]benzamide BrC1=CC(=C(C(=O)NC2=C(C=3N(C(=C2)C(F)(F)F)N=CN3)NC)C=C1)S(=O)(=O)CC